1-(9-(1-amino-8-(4-methoxyphenyl)-4,6-dimethylpyrrolo[1,2-a]pyrazin-7-yl)-3-azaspiro[5.5]undec-8-en-3-yl)prop-2-en-1-one NC=1C=2N(C(=CN1)C)C(=C(C2C2=CC=C(C=C2)OC)C2=CCC1(CCN(CC1)C(C=C)=O)CC2)C